4-(1-((3-chloro-1-methyl-1H-pyrazol-5-yl)sulfonyl)-1-fluoroethyl)-N-(pyridazin-4-yl)piperidine-1-carboxamide ClC1=NN(C(=C1)S(=O)(=O)C(C)(F)C1CCN(CC1)C(=O)NC1=CN=NC=C1)C